2,4,6-tri-morpholino-1,3,5-triazine O1CCN(CC1)C1=NC(=NC(=N1)N1CCOCC1)N1CCOCC1